ethylenebutylene terephthalate C1(C2=CC=C(C(=O)OCCCCCCO1)C=C2)=O